CN(CCCNC=1C=CC=C2C=C(NC12)F)C 7-((3-(dimethylamino)propyl)amino)-2-fluoroindole